ClC1=CC2=C(C(C=3NC4=CC(=CC=C4C3C2=O)C#C[Si](C)(C)C)(C)C)C=C1N1CCN(CC1)C(=O)OC(C)(C)C Tert-butyl 4-(9-chloro-6,6-dimethyl-11-oxo-3-((trimethylsilyl)ethynyl)-6,11-dihydro-5H-benzo[b]carbazol-8-yl)piperazine-1-carboxylate